5-octen CCCCC=CCC